COC1=CC(=CC=2N1C(=NN2)NS(=O)(=O)C2=C(C=CC=C2)OC)CN2N=CC(=C2)CNC(C#C)=O N-((1-((5-methoxy-3-((2-methoxyphenyl)sulfonamido)-[1,2,4]triazolo[4,3-a]pyridin-7-yl)methyl)-1H-pyrazol-4-yl)methyl)propiolamide